C(C)C1=CC2=C(C(=N1)NS(=O)(=O)C=1C=NN(C1)C1=CC(=NC=C1)C(F)(F)F)C=NN2C N-(6-ETHYL-1-METHYL-1H-PYRAZOLO[4,3-C]PYRIDIN-4-YL)-1-(2-(TRIFLUOROMETHYL)PYRIDIN-4-YL)-1H-PYRAZOLE-4-SULFONAMIDE